3-[Dideuterio-[5-[3-(difluoromethyl)-4-fluoro-phenyl]-2-methyl-3-pyridyl]methyl]oxazolidin-2-one [2H]C(N1C(OCC1)=O)(C=1C(=NC=C(C1)C1=CC(=C(C=C1)F)C(F)F)C)[2H]